ClC1=CC(=C(C=N1)NC(=O)C1(CN(C1)C1=NC=CC(=C1)F)C1=C(C=CC=C1)C(C)C)OC N-(6-chloro-4-methoxypyridin-3-yl)-1-(4-fluoropyridin-2-yl)-3-(2-isopropylphenyl)azetidine-3-carboxamide